1-(2-(((3-amino-1,2,4-triazin-5-yl)(methyl)amino)methyl)-6-cyclopropylimidazo[1,2-a]pyridin-8-yl)-3-methylimidazolidine-2,4-dione NC=1N=NC=C(N1)N(C)CC=1N=C2N(C=C(C=C2N2C(N(C(C2)=O)C)=O)C2CC2)C1